(S)-2-((4-(3-((5-Cyanopyridin-2-yl)methoxy)phenyl)piperazin-1-yl)methyl)-1-(oxetan-2-ylmethyl)-1H-benzo[d]imidazol C(#N)C=1C=CC(=NC1)COC=1C=C(C=CC1)N1CCN(CC1)CC1=NC2=C(N1C[C@H]1OCC1)C=CC=C2